4-(5-fluoro-4-(1-fluoroethyl)pyridin-3-yl)-2-methyl-5-oxo-1,4,5,7-tetrahydrofurano[3,4-b]pyridine-3-carboxylic acid methyl ester COC(=O)C=1C(C2=C(NC1C)COC2=O)C=2C=NC=C(C2C(C)F)F